ClC1=CC=C2C=CN(C2=C1)S(=O)(=O)C=1C(=CC(=C(C1)N1C(NC=2C(C1=O)=C(SC2)C(=O)O)=O)F)OC 3-[5-(6-Chloroindole-1-sulfonyl)-2-fluoro-4-methoxyphenyl]-2,4-dioxo-1H-thieno[3,4-d]pyrimidine-5-carboxylic acid